2-[4,6-dimethyl-2-(trifluoromethyl)pyrimidin-5-yl]sulfonyl-6-[[rac-(3R)-oxolan-3-yl]methyl]-2,6-diazaspiro[3.3]heptane CC1=NC(=NC(=C1S(=O)(=O)N1CC2(C1)CN(C2)C[C@@H]2COCC2)C)C(F)(F)F |r|